2-((2S)-2-((1aR,3aR,3bS,5aS,6R,8aS,8bS,10aS)-10-methoxy-3a,5a-dimethylhexadecahydrocyclopenta[a]cyclopropa[2,3]cyclopenta[1,2-f]naphthalen-6-yl)propoxy)-N-methylisonicotinamide COC1[C@]23[C@@]([C@H]4CC[C@]5([C@H]([C@@H]4C1)CC[C@@H]5[C@@H](COC=5C=C(C(=O)NC)C=CN5)C)C)(CC[C@@H]2C3)C